(3S,5R)-benzyl 4-(2-((5-(2,4-dioxotetrahydropyrimidin-1(2H)-yl)pyridin-2-yl)oxy)ethyl)-3,5-dimethylpiperazine-1-carboxylate O=C1N(CCC(N1)=O)C=1C=CC(=NC1)OCCN1[C@H](CN(C[C@H]1C)C(=O)OCC1=CC=CC=C1)C